4-(3-oxobutyl)-2-methoxyphenolate O=C(CCC1=CC(=C(C=C1)[O-])OC)C